C(C)C1=NN(C(=C1O)C)C 3-Ethyl-4-hydroxy-1,5-dimethyl-pyrazol